dichloro-pyridopyrimidine ClC1=NC(=NC2=C1N=CC=C2)Cl